R-1,2-propylene glycol C([C@@H](C)O)O